dioxaborinane [B]1CCCOO1